6-bromo-4-chloro-N'-(2-ethyl-5-fluoro-phenyl)pyrrolo[1,2-b]pyridazine-3-carboxamidine BrC=1C=C2N(N=CC(=C2Cl)C(=NC2=C(C=CC(=C2)F)CC)N)C1